7-(morpholine-4-carbonyl)quinoline-2-carbaldehyde N1(CCOCC1)C(=O)C1=CC=C2C=CC(=NC2=C1)C=O